O1C(=CC=C1)CN1C=CC=C1 1-(2-furylmethyl)-1H-pyrrole